Isophoron diisocyanat O=C=NC1CC(CN=C=O)(CC(C1)(C)C)C